2-((1-(7-fluoroquinazolin-4-yl)piperidin-4-yl)methyl)-6-(1H-pyrazol-1-yl)pyridazin-3(2H)-one FC1=CC=C2C(=NC=NC2=C1)N1CCC(CC1)CN1N=C(C=CC1=O)N1N=CC=C1